N-(5-methylthiazol-2-yl)thiazolidine-4-carboxamide CC1=CN=C(S1)NC(=O)C1NCSC1